OC(C)C=1C(=NC(=CC1)N1C=NC2=C1C=CC(=C2)N2CCN(CC2)C)N2N=C(C=C2C)C#N 1-[3-(1-hydroxyethyl)-6-[5-(4-methylpiperazin-1-yl)benzimidazol-1-yl]-2-pyridinyl]-5-methyl-pyrazole-3-carbonitrile